C(C)(C)N1CCN(CC1)C=1C(=C(C#N)C=CC1)[N+](=O)[O-] 3-(4-isopropylpiperazin-1-yl)-2-nitrobenzonitrile